(S)-N-(8-(2,4-dichlorophenyl)-9-(4-((1-(3-fluoropropyl)pyrrolidin-3-yl)oxy)phenyl)-6,7-dihydro-5H-benzo[7]annulen-3-yl)-2,2,2-trifluoroacetamide ClC1=C(C=CC(=C1)Cl)C=1CCCC2=C(C1C1=CC=C(C=C1)O[C@@H]1CN(CC1)CCCF)C=CC(=C2)NC(C(F)(F)F)=O